[C@@H]1([C@H](O)[C@@H](O)[C@@H](O)[C@H](O1)CO)O[C@H]1[C@@H]([C@H]([C@H](OC)O[C@@H]1CO)O)O methyl 4-O-β-D-galactopyranosyl-β-D-glucopyranoside